CC1=CC(=NN1C1=CC=C(C(=O)OC)C=C1)C(F)(F)F methyl 4-(5-methyl-3-(trifluoromethyl)-1H-pyrazol-1-yl)benzoate